COC1=NC=CC=C1C1=C2CNC(C2=CC=C1)=O 4-(2-methoxypyridin-3-yl)isoindolin-1-one